C(C)(C)(C)OC(=O)N1CC2C(C1)CC(C2)=O 5-oxohexahydrocyclopenta[c]pyrrole-2(1H)-carboxylic acid tert-butyl ester